C(C)(C)(C)OC(=O)N[C@H](CCCOC1=NC=C(C(=C1)N(C(OC(C)(C)C)=O)C1=CC(=NN1C(C)(C)C)[C@@H]1C[C@@H](CC1)O)F)C tert-butyl (2-(((S)-4-((tert-butoxycarbonyl)amino)pentyl)oxy)-5-fluoropyridin-4-yl)(1-(tert-butyl)-3-((1S,3R)-3-hydroxycyclopentyl)-1H-pyrazol-5-yl)carbamate